1-(2-fluoro-3-(3-(piperazin-1-yl)quinoxaline-6-carbonyl)phenyl)-3-(3-fluorophenyl)urea FC1=C(C=CC=C1C(=O)C=1C=C2N=C(C=NC2=CC1)N1CCNCC1)NC(=O)NC1=CC(=CC=C1)F